FC1=CC=C(C=C1)C(CCCN1CCC(CC1)(C(=O)N)N1CCCCC1)=O 1-[4-(4-fluorophenyl)-4-oxobutyl]-4-piperidin-1-ylpiperidine-4-carboxamide